2-(7-((2S,5R)-4-(1-(6-cyclopropoxypyridin-3-yl)ethyl)-2,5-diethylpiperazin-1-yl)-4-methyl-5-oxo-4,5-dihydro-2H-pyrazolo[4,3-b]pyridin-2-yl)acetonitrile C1(CC1)OC1=CC=C(C=N1)C(C)N1C[C@@H](N(C[C@H]1CC)C=1C=2C(N(C(C1)=O)C)=CN(N2)CC#N)CC